C(C)OC(=O)C1=C(NC=2N(C1=O)N=C(C2)C2CCOCC2)OC 5-methoxy-7-oxo-2-(tetrahydro-2H-pyran-4-yl)-4,7-dihydropyrazolo[1,5-a]pyrimidine-6-carboxylic acid ethyl ester